CN(C\C=C/1\C(N(C[C@@H]1C)C1=CC2=C(N=CN=C2NC2=CC(=C(C=C2)OC2=CC3=C(N(N=N3)C)C=C2)C)C=N1)=O)C (3E,4R)-3-[2-(dimethylamino)ethylidene]-4-methyl-1-[4-({3-methyl-4-[(1-methyl-1,2,3-benzotriazol-5-yl)oxy]phenyl}amino)pyrido[3,4-d]pyrimidin-6-yl]pyrrolidin-2-one